[Na+].OC1=C(C2=CC=CC=C2C=C1)N=NC1=CC=C(C=C1)S(=O)(=O)[O-] 4-(2-Hydroxy-1-naphthylazo)benzenesulfonic acid sodium salt